dl-(+-)-beta-methylpentyl-fluorine C[C@@H](CF)CCC |r|